CC(=C(CCO)C)C trimethyl-3-butenol